(4-(methyl(6-oxohexyl)amino)phenyl)-3-oxo-2,3,6,7,8,11,12,13,14,15,16,17-dodecahydro-1H-cyclopenta[a]phenanthren-17-yl acetate C(C)(=O)OC1CCC2C3CCC4=CC(CC(C4=C3CCC12)C1=CC=C(C=C1)N(CCCCCC=O)C)=O